3-(5-methyl-1,3-thiazol-2-yl)-5-[(3R)-tetrahydrofuran-3-yloxy]benzamide CC1=CN=C(S1)C=1C=C(C(=O)N)C=C(C1)O[C@H]1COCC1